C(C)N1C[C@@H](CC[C@H]1C)OC=1C=C2CN(C(C2=CC1)=O)C1C(NC(CC1)=O)=O 3-(5-(((3R,6R)-1-ethyl-6-methylpiperidin-3-yl)oxy)1-oxo-isoindolin-2-yl)piperidine-2,6-dione